5-(4-amyloxyphenyl)-1,3-cyclohexanedione C(CCCC)OC1=CC=C(C=C1)C1CC(CC(C1)=O)=O